N-(6-(1-HYDROXYETHYL)-1-METHYL-1H-INDAZOL-7-YL)-1-(4-(TRIFLUOROMETHYL)PYRIDIN-2-YL)-1H-PYRAZOLE-4-SULFONAMIDE OC(C)C1=CC=C2C=NN(C2=C1NS(=O)(=O)C=1C=NN(C1)C1=NC=CC(=C1)C(F)(F)F)C